allyl n-amyl malonate dipentyl-malonate C(CCCC)C(C(=O)O)(C(=O)O)CCCCC.C(CC(=O)OCCCCC)(=O)OCC=C